F[C@H]1[C@@H]2CCC[C@H](C[C@H]1C(=C)C=1N=NC(=CN1)C1=C(C=C(C=C1)N1C=NC=C1)O)N2 2-(3-(1-((1S,2R,3S,5R)-2-fluoro-9-azabicyclo[3.3.1]nonan-3-yl)vinyl)-1,2,4-triazin-6-yl)-5-(1H-imidazol-1-yl)phenol